1,3-bis[(3-ethyl-3-oxetanylmethoxy)methyl]Propane ethyl-6-benzyl-2-(1-(trifluoromethyl)cyclopropane-1-carbonyl)-2,6-diazaspiro[3.4]octane-8-carboxylate C(C)OC(=O)C1CN(CC12CN(C2)C(=O)C2(CC2)C(F)(F)F)CC2=CC=CC=C2.C(C)C2(COC2)COCCCCCOCC2(COC2)CC